CN([C@@H](C)C(=O)O)C1=NC(=C(C=C1[N+](=O)[O-])CO[Si](C)(C)C(C)(C)C)N methyl-(6-amino-5-(((tert-butyldimethylsilyl)oxy)methyl)-3-nitropyridin-2-yl)alanine